NC1=NC=C(C2=C1C(=C(N2C)C2=C(C=C(C=C2)NC(C(=C)C)=O)C)Br)C#N N-(4-(4-amino-3-bromo-7-cyano-1-methyl-1H-pyrrolo[3,2-c]pyridin-2-yl)-3-methylphenyl)methacrylamide